C(C)(=O)NC1=CC=C(C=C1)NC(=O)C1=C(C2=C(CCC3=CN(N=C23)CC2=C(C=CC=C2)Cl)O1)C N-(4-acetamidophenyl)-2-(2-chlorobenzyl)-8-methyl-4,5-dihydro-2H-furo[2,3-g]indazole-7-carboxamide